ClCCC(=O)OCCCCCCCCOC1=CC=C(C=C1)C1CCC(CC1)C(=O)O 4-[4-({8-[(3-chloropropanoyl)oxy]octyl}oxy)phenyl]cyclohexane-1-carboxylic acid